BrC=1OC(=CN1)C1=NC=C(C=C1)C(F)(F)F 2-bromo-5-(5-(trifluoromethyl)pyridin-2-yl)oxazole